4-(Isopropylamino)-3-methylpyrrolidin-3-ol C(C)(C)NC1C(CNC1)(O)C